2,4-dichloro-phenylacetic acid ClC1=C(C=CC(=C1)Cl)CC(=O)O